C(CC)(=O)N1C=CC2=CC(=CC=C12)C1=NC=C(C=N1)C(=O)O 2-(1-propionylindol-5-yl)pyrimidine-5-carboxylic acid